2-(4-(3-isopropyl-2-(pyrazolo[1,5-a]pyrimidin-6-yl)-1H-indol-5-yl)piperidin-1-yl)-N-methylacetamide C(C)(C)C1=C(NC2=CC=C(C=C12)C1CCN(CC1)CC(=O)NC)C=1C=NC=2N(C1)N=CC2